(S)-N-[(R)-[1-[(4R)-2,2-dimethyl-1,3-dioxolane-4-carbonyl]piperidin-4-yl][4,5-dimethyl-2-(prop-2-en-1-yloxy)phenyl]methyl]-2-methylpropane-2-sulfinamide CC1(OC[C@@H](O1)C(=O)N1CCC(CC1)[C@@H](N[S@@](=O)C(C)(C)C)C1=C(C=C(C(=C1)C)C)OCC=C)C